4-(4-methylmorpholin-2-yl)phenol CN1CC(OCC1)C1=CC=C(C=C1)O